(3-cyanophenyl)magnesium bromide C(#N)C=1C=C(C=CC1)[Mg]Br